2-bromo-5-(1-methyl-4-(trifluoromethyl)-1H-imidazol-2-yl)pyridine BrC1=NC=C(C=C1)C=1N(C=C(N1)C(F)(F)F)C